O=C1N(CCC(N1)=O)C1=CC=C2C=C(N(C2=C1)C)C1CCN(CC1)C(=O)OC(C)(C)C tert-Butyl 4-(6-(2,4-dioxotetrahydropyrimidin-1(2H)-yl)-1-methyl-1H-indol-2-yl)piperidine-1-carboxylate